N-ethyl-N,N-dimethylcyclohexylammonium hydroxide [OH-].C(C)[N+](C)(C)C1CCCCC1